7-chloro-4-((2-(dimethylamino)ethyl)-(methyl)-amino)-1-phenylquinazolin-2(1H)-one ClC1=CC=C2C(=NC(N(C2=C1)C1=CC=CC=C1)=O)N(C)CCN(C)C